N-(2-(dimethylamino)-2-phenylethyl)-5-fluoroisoindoline-2-carboxylic acid amide CN(C(CNC(=O)N1CC2=CC=C(C=C2C1)F)C1=CC=CC=C1)C